FC=1C=C(OCCN(C)C)C=C(C1)[N+](=O)[O-] 2-(3-fluoro-5-nitrophenoxy)-N,N-dimethylethanamine